FC(C1=NC=CC(=C1F)NC(=O)N1CC=2C(=NN3C2C(C[C@@H](CC3)O)(F)F)C[C@H]1C)F |o1:21| (3R,9R*)-N-(2-(Difluoromethyl)-3-fluoropyridin-4-yl)-11,11-difluoro-9-hydroxy-3-methyl-3,4,8,9,10,11-hexahydro-1H-pyrido[4',3':3,4]pyrazolo[1,5-a]azepine-2(7H)-carboxamide